2-(6-nitro-2,3-dihydro-4H-benzo[b][1,4]oxazin-4-yl)-2-phenylacetamide [N+](=O)([O-])C1=CC2=C(OCCN2C(C(=O)N)C2=CC=CC=C2)C=C1